ethyl (S)-2-(1-(2-ethyl-6-(1-methyl-5-((2-oxo-5-propylpyridin-1(2H)-yl)methyl)-1H-1,2,3-triazol-4-yl)pyridin-3-yl)-6-oxopiperidin-3-yl)acetate C(C)C1=NC(=CC=C1N1C[C@@H](CCC1=O)CC(=O)OCC)C=1N=NN(C1CN1C(C=CC(=C1)CCC)=O)C